O=C(CCC(=O)O)N1N=C(CC1C=1C(=NN(C1)C1=CC=CC=C1)C1=CC=C(C=C1)C)C1=CC=C(C=C1)C1=NC=CC=C1 4-oxo-4-(1'-phenyl-5-(4-(pyridin-2-yl)phenyl)-3'-(p-tolyl)-3,4-dihydro-1'H,2H-[3,4'-bipyrazol]-2-yl)butanoic acid